(2S)-2-amino-3-(4-(2-amino-6-((R)-2,2,2-trifluoro-1-(3'-fluoro-[1,1'-biphenyl]-4-yl)ethoxy)pyrimidine-4-yl)cyclohex-3-ene-1-yl)propionic acid N[C@H](C(=O)O)CC1CC=C(CC1)C1=NC(=NC(=C1)O[C@@H](C(F)(F)F)C1=CC=C(C=C1)C1=CC(=CC=C1)F)N